2,2,2-Trifluoroethyl 2-fluoro-3-oxobutanoate FC(C(=O)OCC(F)(F)F)C(C)=O